N[C@H]1C(N(CC1)C=1N=CC(=NC1)C(=O)NC=1C=C(C=2N(C1)C=C(N2)C)F)=O (R)-5-(3-amino-2-oxopyrrolidin-1-yl)-N-(8-fluoro-2-methylimidazo[1,2-a]pyridin-6-yl)pyrazine-2-carboxamide